{4-[4-(4-amino-2,6-difluorophenoxy)-1-{[2-(trimethylsilyl)ethoxy]methyl}-1H-pyrrolo[2,3-b]pyridin-3-yl]phenoxy}acetonitrile NC1=CC(=C(OC2=C3C(=NC=C2)N(C=C3C3=CC=C(OCC#N)C=C3)COCC[Si](C)(C)C)C(=C1)F)F